ClC1=CC=2C3=C(C(=NC2C(=C1C1=CC(=CC2=CC=CC=C12)O)F)N1CC(C1)N(C)C)N=CN3C3C1CN(C3C1)C(=O)OC(C)(C)C tert-butyl (endo)-5-(8-chloro-4-(3-(dimethylamino)azetidin-1-yl)-6-fluoro-7-(3-hydroxy-naphthalen-1-yl)-1H-imidazo[4,5-c]quinolin-1-yl)-2-azabicyclo[2.1.1]hexane-2-carboxylate